BrC(C(=O)OCC)C1=C(C(=CC=C1)C)C1CCC(CC1)OCC(F)(F)F ethyl 2-bromo-2-(3-methyl-2-((1r,4r)-4-(2,2,2-trifluoroethoxy)cyclohexyl)phenyl)acetate